(R/S)-1-(3,3-Difluoro-2,3-dihydrobenzofuran-7-yl)ethan-1-amine FC1(COC2=C1C=CC=C2[C@@H](C)N)F |r|